C(C1=CC=CC=C1)OC1=CC(=C(C(=O)OC2=C(C(=C(C(=O)OC3=C(C(=C(C(=O)OC4=C(C(=C(C(=O)O)C(=C4C)C)C)C)C(=C3)C)C)C)C(=C2C)O)C)Br)C(=C1)C)OC 4-((4-((4-((4-(benzyloxy)-2-methoxy-6-methylbenzoyl)oxy)-3-bromo-6-hydroxy-2,5-dimethylbenzoyl)oxy)-2,3,6-trimethylbenzoyl)oxy)-2,3,5,6-tetramethylbenzoic acid